CN(C=CC(=O)C1=CC2=C(C=N1)C(CCCC2)NC(OC(C)(C)C)=O)C tert-butyl (3-(3-(dimethylamino)acryloyl)-6,7,8,9-tetrahydro-5H-cyclohepta[c]pyridin-9-yl)carbamate